2-(2,4-Dichloro-phenyl)-1-[4-(4-fluoro-but-1-ynyl)-phenyl]-5-hydroxymethyl-1H-imidazole-4-carboxylic acid piperidin-1-ylamide N1(CCCCC1)NC(=O)C=1N=C(N(C1CO)C1=CC=C(C=C1)C#CCCF)C1=C(C=C(C=C1)Cl)Cl